7-bromoquinazoline BrC1=CC=C2C=NC=NC2=C1